6-(3-amino-3-methylbutoxy)-2-(6-azaspiro[2.5]octan-6-yl)-N-(6-((2R)-2-methyl-4-morpholinyl)-2-pyridinyl)-3-pyridinecarboxamide NC(CCOC1=CC=C(C(=N1)N1CCC2(CC2)CC1)C(=O)NC1=NC(=CC=C1)N1C[C@H](OCC1)C)(C)C